C(C(=C)C)(=O)OCC[N+](C)(C)CC(=O)[O-] [[2-(methacryloyloxy)ethyl](dimethyl)ammonio]acetate